1-(6-{3,8-diazabicyclo[3.2.1]octan-3-yl}-1-methylindazol-3-yl)-1,3-diazinane-2,4-dione C12CN(CC(CC1)N2)C2=CC=C1C(=NN(C1=C2)C)N2C(NC(CC2)=O)=O